COC(C[C@H]1C([C@@H]1CCI)(F)F)=O |r| racemic-((1r,3r)-2,2-difluoro-3-(2-iodoethyl)cyclopropyl)acetic acid methyl ester